4-(2,3-dihydro-1-benzofuran-7-yl)but-3-enoic acid O1CCC2=C1C(=CC=C2)C=CCC(=O)O